(S)-tert-butyl 3-((4-chloropyrido[3,2-d]pyrimidin-6-yl)oxy)pyrrolidine-1-carboxylate ClC=1C2=C(N=CN1)C=CC(=N2)O[C@@H]2CN(CC2)C(=O)OC(C)(C)C